2-(6-methyl-4-(trifluoromethyl)pyridin-2-yl)-3-(1-(m-methylphenyl)-1H-1,2,4-triazol-5-yl)hexahydrocyclopenta[c]pyrrole CC1=CC(=CC(=N1)N1CC2C(C1C1=NC=NN1C1=CC(=CC=C1)C)CCC2)C(F)(F)F